methyl 6-amino-2-(2,3,4-trifluorophenyl)-5-vinylpyrimidine-4-carboxylate NC1=C(C(=NC(=N1)C1=C(C(=C(C=C1)F)F)F)C(=O)OC)C=C